NC1=NC2=CC=C(C=C2C=N1)C=1C(=C(C=CC1F)NS(=O)(=O)C1=C(C=CC(=C1)C)OC)F N-(3-(2-aminoquinazolin-6-yl)-2,4-difluorophenyl)-2-methoxy-5-methylbenzenesulfonamide